1-[2-(3-Methoxy-phenyl)-ethyl]-4-(1-p-tolyl-1H-[1,2,3]triazol-4-yl)-piperidine COC=1C=C(C=CC1)CCN1CCC(CC1)C=1N=NN(C1)C1=CC=C(C=C1)C